N-((2R,3S)-1-(4-methyl-pyridin-3-yl)-2-((((CIS)-4-phenylcyclohexyl)oxy)methyl)pyrrolidin-3-yl)methanesulfonamide CC1=C(C=NC=C1)N1[C@H]([C@H](CC1)NS(=O)(=O)C)CO[C@@H]1CC[C@@H](CC1)C1=CC=CC=C1